FC(C=1C=C(C(=O)[O-])C(=CC1N1C(CNCC1)CC=1N=NC=CC1)F)F (3R)-3-(difluoromethyl)-4-(((pyridazine-3-yl)methyl)piperazine-1-yl)-6-fluorobenzoate